NCC1([C@H]2CN(C[C@@H]12)C1=CN=C2C(=N1)NN=C2C2=C1C=CC=NC1=C(C=C2)C(=O)N)C=2SC=C(N2)C 5-(6-((1R,5S,6r)-6-(aminomethyl)-6-(4-methylthiazol-2-yl)-3-azabicyclo[3.1.0]hexan-3-yl)-1H-pyrazolo[3,4-b]pyrazin-3-yl)quinoline-8-carboxamide